2-(4'-(2-(1-benzyl-1H-1,2,3-triazol-4-yl)ethyl)-[1,1'-biphenyl]-4-yl)-2-methylpropionic acid C(C1=CC=CC=C1)N1N=NC(=C1)CCC1=CC=C(C=C1)C1=CC=C(C=C1)C(C(=O)O)(C)C